(4-ethyl-3-(hydroxymethyl)-5-oxo-4,5-dihydro-1H-1,2,4-triazol-1-yl)-2-(3-fluorophenyl)-4-(prop-1-en-2-yl)isoquinolin-1(2H)-one C(C)N1C(=NN(C1=O)C=1N(C(C2=CC=CC=C2C1C(=C)C)=O)C1=CC(=CC=C1)F)CO